FC1=CC(=C(N)C(=C1)C1=CN=CS1)C(C)C 4-fluoro-2-isopropyl-6-(thiazol-5-yl)aniline